(1r,4r)-N1-(5-Fluoro-4-(6-(3-fluoropyridin-2-yl)imidazo[1,2-a]pyridin-3-yl)pyrimidin-2-yl)cyclohexan-1,4-diamin FC=1C(=NC(=NC1)NC1CCC(CC1)N)C1=CN=C2N1C=C(C=C2)C2=NC=CC=C2F